5-(5,5-Dimethyl-1,3,2-Dioxaborinan-2-yl)-3-(2-Hydroxy-2-Methylpropyl)-1,3-Benzoxazol CC1(COB(OC1)C=1C=CC2=C(N(CO2)CC(C)(C)O)C1)C